2-(isopropylamino)ethoxy(pyridin-3-yl)methanesulfonamide C(C)(C)NCCOC(S(=O)(=O)N)C=1C=NC=CC1